tert-butyl 3-iodopyrrolidine-1-carboxylate IC1CN(CC1)C(=O)OC(C)(C)C